(tetrahydrofuran-3-yl)isoindolin-4-amine hydrochloride salt Cl.O1CC(CC1)C1NCC=2C(=CC=CC12)N